ClCCC1CO1 2-(2-chloroethyl) ethylene oxide